5-[4-(5-Fluoro-2,3-dihydrobenzofuran-7-yl)-2-hydroxy-4-methyl-2-trifluoromethyl-pentylamino]-6-chloro-2-methylquinoline FC=1C=C(C2=C(CCO2)C1)C(CC(CNC1=C2C=CC(=NC2=CC=C1Cl)C)(C(F)(F)F)O)(C)C